trans-1,3-dichloro-1-propene Cl\C=C\CCl